tert-butyl (2R,3S,4S)-2-(2,1,3-benzoxadiazol-5-ylmethyl)-3,4-dihydroxypyrrolidine-1-carboxylate N=1ON=C2C1C=CC(=C2)C[C@H]2N(C[C@@H]([C@H]2O)O)C(=O)OC(C)(C)C